spiro[indoline-3,2'-pyrrolo[2',3':4,5]pyrrolo[1,2-b]indazole]-7'-carboxamide N=1C2(C=C3C1C=C1N3NC=3C=C(C=CC13)C(=O)N)CNC1=CC=CC=C12